5-(Benzyl(methyl)amino)-2-(1-methyl-1H-imidazol-5-yl)-4,5,6,7-tetrahydro-2H-indazol-3-ol C(C1=CC=CC=C1)N(C1CC2=C(N(N=C2CC1)C1=CN=CN1C)O)C